1,3-diisobutenylbenzene C(=C(C)C)C1=CC(=CC=C1)C=C(C)C